ClC1=NN(C=C1C(=O)NC1CCC(CC1)NC1=NN(C(C(=C1)C(F)(F)F)=O)C1CC1)CC(F)(F)F 3-chloro-N-((1S,4S)-4-((1-cyclopropyl-6-oxo-5-(trifluoromethyl)-1,6-dihydropyridazin-3-yl)amino)cyclohexyl)-1-(2,2,2-trifluoroethyl)-1H-pyrazole-4-carboxamide